FC=1C=C(C=C(C1)F)[C@@H]1CC=NN1C(=O)N1CC(C1)OC1=CC(=NC=C1F)N1N=C(C(=C1C)C(=O)NC1CCOCC1)C (S)-1-(4-((1-(5-(3,5-difluorophenyl)-4,5-dihydro-1H-pyrazole-1-carbonyl)azetidin-3-yl)oxy)-5-fluoropyridin-2-yl)-3,5-dimethyl-N-(tetrahydro-2H-pyran-4-yl)-1H-pyrazole-4-carboxamide